BrC(=C(Cl)C1=CC=C(C#N)C=C1)Br 4-(2,2-dibromo-1-chloroethenyl)benzonitrile